3-(7-hydroxy-1-oxo-6-(((5-(spiro[3.3]heptan-2-yl)-1,3,4-oxadiazol-2-yl)amino)methyl)isoindolin-2-yl)piperidine-2,6-dione OC=1C(=CC=C2CN(C(C12)=O)C1C(NC(CC1)=O)=O)CNC=1OC(=NN1)C1CC2(C1)CCC2